Tert-butyl 4-(2-(4-((3R,5R)-5-((6-bromo-5-oxo-5H-thiazolo[3,2-a]pyrimidin-7-yl)amino)-1-methylpiperidin-3-yl)phenoxy)ethoxy)piperidine-1-carboxylate BrC1=C(N=C2N(C1=O)C=CS2)N[C@@H]2C[C@@H](CN(C2)C)C2=CC=C(OCCOC1CCN(CC1)C(=O)OC(C)(C)C)C=C2